N1C[C@H](CCC1)COC1=NC=CC2=CC(=C(C=C12)OC(C)C)C(=O)N 1-[(3S)-piperidin-3-ylmethoxy]-7-(prop-2-yloxy)isoquinoline-6-carboxamide